C(C1=CC=CC=C1)C1(CC(C1)=O)CC1=CC=CC=C1 3,3-dibenzylcyclobutane-1-one